N[C@@H](CC(=O)OCC)C=1SC(=CC1)C1=CC(=CC=C1)OC ethyl (S)-3-amino-3-(5-(3-methoxyphenyl)thiophen-2-yl)propanoate